methyl 2-(4-(5-amino-4-((benzylsulfonyl)oxy)-3-oxo-2,3-dihydrofuran-2-yl)phenyl)acetate NC1=C(C(C(O1)C1=CC=C(C=C1)CC(=O)OC)=O)OS(=O)(=O)CC1=CC=CC=C1